OCCOC1=C(C=C(C=C1)C1=CC(=NC=2C3=C(NC(CC21)=O)C=CC=C3)C3=CC=CC=C3)OC 4-(4-(2-hydroxyethoxy)-3-methoxyphenyl)-2-phenyl-5,7-dihydro-6H-benzo[b]pyrido[2,3-d]azepin-6-one